2-(3-azabicyclo[3.1.0]hexan-3-yl)-8-(2,2-difluoro-1-hydroxyethyl)-3,6-dimethylquinazolin-4(3H)-one C12CN(CC2C1)C1=NC2=C(C=C(C=C2C(N1C)=O)C)C(C(F)F)O